β-(3-methyl-5-tert-Butyl-4-hydroxyphenyl)propionic acid CC=1C=C(C=C(C1O)C(C)(C)C)CCC(=O)O